7-[4-{bis(biphenyl-4-yl)amino}-phenyl]-12,12-dimethyl-10-phenyl-10,12-dihydroindeno[2,1-b]carbazole C1(=CC=C(C=C1)N(C1=CC=C(C=C1)C1=C2C=CC(C=C2C2=C1C=C1N=C3C=CC=CC3=C1C2(C)C)C2=CC=CC=C2)C2=CC=C(C=C2)C2=CC=CC=C2)C2=CC=CC=C2